BrC1=CC2=C(C3=CC=CC=C3C(=C2C=C1)OC(=O)CCCCCC)OC(=O)CCCCCC 2-bromo-9,10-bis(n-hexylcarbonyloxy)anthracene